methyl 4-(2-fluoro-5-methoxy-4-pyridyl)-6-methyl-pyridine-3-carboxylate FC1=NC=C(C(=C1)C1=C(C=NC(=C1)C)C(=O)OC)OC